tert-butyl (R)-3-(6-chloro-8-vinylpyrido[2,3-b]pyrazin-3-yl)piperidine-1-carboxylate ClC=1C=C(C=2C(=NC(=CN2)[C@H]2CN(CCC2)C(=O)OC(C)(C)C)N1)C=C